(1R,4R)-5-(3-(3-ethyl-1H-indazol-5-yl)imidazo[1,2-b]pyridazin-6-yl)-2-oxa-5-azabicyclo[2.2.1]heptane C(C)C1=NNC2=CC=C(C=C12)C1=CN=C2N1N=C(C=C2)N2[C@H]1CO[C@@H](C2)C1